(2s)-2-[(3s)-1-{[4-azido-2-(difluoromethoxy)phenyl]methyl}piperidin-3-yl]propane-1,2-diol N(=[N+]=[N-])C1=CC(=C(C=C1)CN1C[C@H](CCC1)[C@](CO)(C)O)OC(F)F